5-(((2-hydroxyethyl)amino)methyl)pyrimidin OCCNCC=1C=NC=NC1